C(=O)=C1C=NC(S1)=S carbonyl-thiazoline-2-thione